NC=1SC(=CN1)CC=1C=CC(=C(C(=O)O)C1)OC 5-((2-aminothiazol-5-yl)methyl)-2-methoxybenzoic acid